3-[4-(4-methylthiophene-3-yl)-1H-1,2,3-triazol-1-yl]piperidine-2,6-dione CC=1C(=CSC1)C=1N=NN(C1)C1C(NC(CC1)=O)=O